ClC1=C(C=CC(=C1)O)NC(=O)NC1=CC=C(C=C1)C 1-(2-chloro-4-hydroxyphenyl)-3-(p-tolyl)urea